2-(2-morpholino-4-phenylpyridin-3-yl)-3,4,6,7-tetrahydropyrano[3,4-d]imidazole O1CCN(CC1)C1=NC=CC(=C1C1=NC2=C(N1)COCC2)C2=CC=CC=C2